6-(trifluoromethyl)pyridine-2-Formamide tert-butyl-(S)-2-(2-(4-(2-ethylpiperidin-1-yl)-3-(1-(2,2,2-trifluoroethyl)-1H-indazole-3-carboxamido)benzamido)-5-fluorophenyl)acetate C(C)(C)(C)OC(CC1=C(C=CC(=C1)F)NC(C1=CC(=C(C=C1)N1[C@H](CCCC1)CC)NC(=O)C1=NN(C2=CC=CC=C12)CC(F)(F)F)=O)=O.FC(C1=CC=CC(=N1)C(=O)N)(F)F